COC(=O)C1=C(C=C2C3(C(N(C2=C1)C)=O)COCC3)Br 5'-bromo-1'-methyl-2'-oxo-4,5-dihydro-2H-spiro[furan-3,3'-indoline]-6'-carboxylic acid methyl ester